[C@H]12N(C[C@H](NC1)C2)C2=C(C=C(C=C2)OC)C=2C(=NC(=NC2)C2=C(C=CC=C2OC)F)C(=O)N (2-((1R,4R)-2,5-diazabicyclo[2.2.1]hept-2-yl)-5-methoxyphenyl)-2-(2-fluoro-6-methoxyphenyl)pyrimidine-4-carboxamide